1-[4-(5-Hydroxypyridin-2-yl)-piperazin-1-yl]-3-pyridin-4-yl-propan-1-one OC=1C=CC(=NC1)N1CCN(CC1)C(CCC1=CC=NC=C1)=O